Methyl (S)-5-(1-(tert-butoxycarbonyl)pyrrolidine-3-carbonyl)-1-methyl-4,5,6,7-tetrahydro-1H-imidazo[4,5-c]pyridine-2-carboxylate C(C)(C)(C)OC(=O)N1C[C@H](CC1)C(=O)N1CC2=C(CC1)N(C(=N2)C(=O)OC)C